C1(CC1)C=1N=NN(C1)C(C(=O)N1C(CC(C1)O)C(=O)NCCF)C(C)(C)C 1-(2-(4-cyclopropyl-1H-1,2,3-triazol-1-yl)-3,3-dimethylbutyryl)-N-(2-fluoroethyl)-4-hydroxypyrrolidine-2-carboxamide